2-[4-[4-[(2,6-dioxo-3-piperidyl)amino]-2-fluoro-phenyl]-1-piperidyl]acetic acid O=C1NC(CCC1NC1=CC(=C(C=C1)C1CCN(CC1)CC(=O)O)F)=O